O[C@H]1[C@@H](COC1)N1N(C(CC=C1C1=CC=C(C=C1)OC(F)(F)F)=O)C=1C=NN(C1)C N-[(trans)-4-Hydroxytetrahydrofuran-3-yl]-2-(1-methyl-1H-pyrazol-4-yl)-3-oxo-6-[4-(trifluoromethoxy)phenyl]-2,3-dihydropyridazine